N-(dichlorofluoromethylthio)phthalimide ClC(SN1C(C=2C(C1=O)=CC=CC2)=O)(F)Cl